CC1C23C(C(C1)(C)C(C)=O)CC(CC2)C3 (+-)-1-(2,4-Dimethyltricyclo[5.2.1.01,5]dec-4-yl)ethanon